N-(2-chloro-4-methylthiophen-3-yl)-2-((6-(4-(2-hydroxyethyl)piperazin-1-yl)-2-methylpyrimidin-4-yl)amino)thiazole-5-carboxamide ClC=1SC=C(C1NC(=O)C1=CN=C(S1)NC1=NC(=NC(=C1)N1CCN(CC1)CCO)C)C